CN(C(=O)NS(=O)(=O)C1=NC=CC=C1C(F)(F)F)C1=NC(=CC(=N1)OC)OC methyl-(1-(4,6-dimethoxypyrimidin-2-yl)-3-(3-trifluoromethyl-2-pyridylsulfonyl)urea)